C(C=C)(=O)[O-].C(C=C)(=O)[O-].C(C=C)(=O)[O-].[N-]=C=O.P(OC1=CC=CC=C1)(OC1=CC=CC=C1)(OC1=CC=CC=C1)=S triphenyl phosphorothioate isocyanate triacrylate